NC=1N=C(SC1C(C1=CC=CC=C1)=O)N([C@@H](C(=O)N)C)C=1C=NC(=CC1)OC(F)F |r| rac-2-[(4-amino-5-benzoyl-thiazol-2-yl)-[6-(difluoromethoxy)-3-pyridyl]amino]propanamide